FC1=C2C=C(C=NC2=CC=C1)N[C@@H](C)C=1C=C(C=CC1)NC(C1=CN=CC(=C1)C)=O (S)-N-(3-(1-((5-fluoroquinolin-3-yl)amino)ethyl)phenyl)-5-methylnicotinamide